C(C)(C)(C)OC(=O)N1C[C@H](CC1)[C@@H](C(=O)OC(C)(C)C)CC1=C(C=CC(=C1)CN)F (R)-3-((S)-3-(5-(aminomethyl)-2-fluorophenyl)-1-(tert-butoxy)-1-oxopropan-2-yl)pyrrolidine-1-carboxylic acid tert-butyl ester